FC(OC=1C=CC(=NC1OCC)[C@@H](CS(=O)(=O)C)N1C(NC=2C1=NC=C(C2C)C2=CC=CC=C2)=O)F (S)-3-(1-(5-(difluoromethoxy)-6-ethoxypyridin-2-yl)-2-(methylsulfonyl)ethyl)-7-methyl-6-phenyl-1H-imidazo[4,5-b]pyridin-2(3H)-one